O=C1N(C(CC1)=O)OC(=O)C1=NON=C1C1CC1 4-Cyclopropyl-1,2,5-oxadiazole-3-carboxylic acid 2,5-dioxopyrrolidin-1-yl ester